C(C)(C)C1=C(C=CC=C1)C1=NC(=CC2=C1N=CN2C)NCC2=CC=C(C=C2)N2N=C(C=C2C)C(F)(F)F 4-(2-isopropylphenyl)-1-methyl-N-(4-(5-methyl-3-(trifluoromethyl)-1H-pyrazol-1-yl)benzyl)-1H-imidazo[4,5-c]pyridin-6-amine